C1(CC1)C=1N=NN(C1)[C@H](C(=O)N1[C@@H](C[C@H](C1)O)C(=O)NCC1CC(=NO1)C=1C=CC2=C(CCO2)C1)C(C)(C)C (2S,4r)-1-[(2S)-2-(4-cyclopropyl-triazol-1-yl)-3,3-dimethyl-butyryl]-N-[[3-(2,3-dihydrobenzofuran-5-yl)-4,5-dihydroisoxazol-5-yl]methyl]-4-hydroxy-pyrrolidine-2-carboxamide